ClC=1C2=C(N=C(N1)SC)CCS2 4-chloro-2-(methylthio)-6,7-dihydrothieno[3,2-d]Pyrimidine